Ethyl N-methyl-N-[(2-thioxo-1,2-dihydropyridin-3-yl)carbonyl]glycinate CN(CC(=O)OCC)C(=O)C=1C(NC=CC1)=S